COC(COCCCOCCCCCOC=1C=C(CNC(=O)C=2C=C(C=CC2)NC2(CCN(CC2)C(=O)OC(C)(C)C)C2=NN=C(N2)C2=CC=NC=C2)C=CC1)=O Tert-butyl 4-((3-((3-((5-(3-(2-methoxy-2-oxoethoxy)propoxy)pentyl)oxy)benzyl) carbamoyl)phenyl)amino)-4-(5-(pyridin-4-yl)-4H-1,2,4-triazol-3-yl)piperidine-1-carboxylate